ethyl 6-methyl-1-oxo-3,4-dihydro-2H-pyrrolo[1,2-a]pyrazine-7-carboxylate CC1=C(C=C2N1CCNC2=O)C(=O)OCC